C(C)(C)C1=CC=C(C=C1)[C@@H](C(C(=O)OCC)=C)NC1=CC(=C(C(=C1)OC)OC)OC (S)-ethyl 2-((4-isopropylphenyl)((3,4,5-trimethoxyphenyl)amino)methyl)acrylate